N1(CCC1)C1CCN(CC1)C=1C=C2C(=CC=NC2=CC1)N[C@H](C)C1=C(C(=CC=C1)C(F)(F)F)C (R)-6-(4-(azetidin-1-yl)piperidin-1-yl)-N-(1-(2-methyl-3-(trifluoromethyl)phenyl)ethyl)quinolin-4-amine